(1R,3R)-3-[4-amino-7-[(E)-6-amino-hex-1-enyl]-3-[4-[[4-(trifluoromethyl)-2-pyridinyl]carbamoyl]phenyl]pyrazolo[4,3-c]pyridin-1-yl]cyclohexane hydrochloride Cl.NC1=NC=C(C2=C1C(=NN2C2CCCCC2)C2=CC=C(C=C2)C(NC2=NC=CC(=C2)C(F)(F)F)=O)\C=C\CCCCN